ethyl 4-(2-hydroxyethyl)-1,5-dimethyl-1H-pyrazole-3-carboxylate OCCC=1C(=NN(C1C)C)C(=O)OCC